(R)-1-((2-ethyl-6-(1-methyl-5-(((methyl(propyl)carbamoyl)oxy)methyl)-1H-1,2,3-triazol-4-yl)pyridin-3-yl)methyl)-5,5-difluoropiperidine-3-carboxylic acid C(C)C1=NC(=CC=C1CN1C[C@@H](CC(C1)(F)F)C(=O)O)C=1N=NN(C1COC(N(CCC)C)=O)C